5-((8-oxo-3,4,7,8-tetrahydro-2,7-naphthyridin-2(1H)-yl)methyl)isophthalonitrile O=C1NC=CC=2CCN(CC12)CC=1C=C(C=C(C#N)C1)C#N